(±)-2-iodobutane I[C@H](C)CC |r|